FC=1C=C(C=C(C1O)F)NC1=NC=2N(C(C(N(C2C=N1)C)=O)C)CCC(C)C 2-(3,5-difluoro-4-hydroxy-phenylamino)-8-isopentyl-5,7-dimethyl-7H-pteridin-6-one